(R)-N-Bocpyrrolidine-3-carboxylic acid C(=O)(OC(C)(C)C)N1C[C@@H](CC1)C(=O)O